OC1=CC2=C(N=C(S2)S(=O)(=O)N)C=C1 6-HYDROXY-1,3-BENZOTHIAZOLE-2-SULFONAMIDE